2-oxo-2-(phenyl-5-d)acetic acid O=C(C(=O)O)C1=CC=CC(=C1)[2H]